CN(C1CCN(CC1)C1=CC=C(C=C1)SC=1C=C(C(=CC1)N)N)C 4-((4-(4-(dimethylamino)piperidin-1-yl)phenyl)thio)benzene-1,2-diamine